6-((1-Benzylpiperidin-4-yl)(methyl)amino)-5-chloro-N-(thiazol-4-yl)pyridine-3-sulfonamide C(C1=CC=CC=C1)N1CCC(CC1)N(C1=C(C=C(C=N1)S(=O)(=O)NC=1N=CSC1)Cl)C